Phenyltrisilane C1(=CC=CC=C1)[SiH2][SiH2][SiH3]